P(SCCCCCC(C)C)(SCCCCCC(C)C)SCCCCCC(C)C triisooctyl trithiophosphite